FC(COC(C(C(=O)NC=1C=NC(=C(C1)C(F)(F)F)C#N)(C)O)=O)(F)F.C(CCCCCCCCCCC)C(CC(CCN)[2H])NCCCCCCCCCCCC 1,N1-Didodecylpentan-1,5-diamine-3-d 2,2,2-trifluoroethyl-3-[[6-cyano-5-(trifluoromethyl)-pyridin-3-yl]amino]-2-hydroxy-2-methyl-3-oxopropanoate